C(C=C)(=O)OCCOC(NCCCC)=O 2-[(Butylcarbamoyl)oxy]ethyl acrylate